2-[(4S)-2,2-dimethyl-1,3-dioxolan-4-yl]ethanamine CC1(OC[C@@H](O1)CCN)C